C(C1=CC=CC=C1)(=O)OCOC(N(C1=NC(=NC(=C1)OC[C@@H]1[C@H](C1)C1=NC=C(C=C1)C)C)CC=1SC(=NN1)C)=O ((((5-Methyl-1,3,4-thiadiazol-2-yl)methyl)(2-methyl-6-(((1S,2S)-2-(5-methylpyridin-2-yl)cyclopropyl)methoxy)pyrimidin-4-yl)carbamoyl)oxy)methyl benzoate